N-((2-(6-(methyl(1-methylpiperidin-4-yl)amino)pyridin-2-yl)-1,6-naphthyridin-7-yl)methyl)-5-(methylsulfonyl)nicotinamide CN(C1=CC=CC(=N1)C1=NC2=CC(=NC=C2C=C1)CNC(C1=CN=CC(=C1)S(=O)(=O)C)=O)C1CCN(CC1)C